Cl.CC1=C(C(=CC=C1)C)NC1=NN(C2=NC(=NC=C21)NC2=CC=C1CCN(CC1=C2)CC(CN2CCNCC2)O)C 1-(7-((3-((2,6-dimethylphenyl)amino)-1-methyl-1H-pyrazolo[3,4-d]pyrimidin-6-yl)amino)-3,4-dihydroisoquinolin-2(1H)-yl)-3-(piperazin-1-yl)propane-2-ol hydrochloride